(S)-1-(1H-imidazole-2-carbonyl)-N-(3,4,5-trifluorophenyl)pyrrolidine-3-carboxamide N1C(=NC=C1)C(=O)N1C[C@H](CC1)C(=O)NC1=CC(=C(C(=C1)F)F)F